3-amino-pyrazolo[1,5-a]pyridin NC=1C=NN2C1C=CC=C2